C(#N)C=1C=C(C2=C(N(C(=N2)NC(CC2C(C(C2)(F)F)(F)F)=O)C2(CCC2)C)C1)F N-(6-cyano-4-fluoro-1-(1-methylcyclobutyl)-1H-benzo[d]imidazol-2-yl)-2-(2,2,3,3-tetrafluorocyclobutyl)acetamide